(1R)-1-(3-(difluoromethyl)-2-fluorophenyl)ethane FC(C=1C(=C(C=CC1)CC)F)F